(2R,4S)-2-(cyclohex-1-en-1-yl)-4-methyl-N-((S,E)-4-(methylsulfonyl)but-3-en-2-yl)piperidine-1-carboxamide C1(=CCCCC1)[C@@H]1N(CC[C@@H](C1)C)C(=O)N[C@@H](C)\C=C\S(=O)(=O)C